NC=1N(C=2C3=C(C=CC2C1C(=O)N)N(C=N3)C)C3=C(C(=CC=C3C)OC)C 7-amino-8-(3-methoxy-2,6-dimethylphenyl)-3-methyl-3,8-dihydroimidazo[4,5-g]indole-6-carboxamide